FC1=C(C=CC(=C1)F)[C@@H]1COC2=CC(=CC=C2[C@@H]1C1=CC=C(C=C1)N1CCC(CC1)C=O)O 1-(4-(cis-3-(2,4-difluorophenyl)-7-hydroxychroman-4-yl)phenyl)piperidine-4-carbaldehyde